diphenyl N-cyanocarbonimidate C1=CC=C(C=C1)OC(=NC#N)OC2=CC=CC=C2